3-(6-(furan-2-yl)-1-((2-(trimethylsilyl)ethoxy)methyl)-1H-benzo[d]imidazol-2-yl)-1-((2-(trimethylsilyl)ethoxy)methyl)-1H-indazole-5-carboxylic acid O1C(=CC=C1)C=1C=CC2=C(N(C(=N2)C2=NN(C3=CC=C(C=C23)C(=O)O)COCC[Si](C)(C)C)COCC[Si](C)(C)C)C1